FC(C(C)(O)C1=CC(=C(C=C1)F)B1OC(C(O1)(C)C)(C)C)(F)F 1,1,1-trifluoro-2-(4-fluoro-3-(4,4,5,5-tetramethyl-1,3,2-dioxaborolan-2-yl)phenyl)propan-2-ol